NC=1C=C2CNC(C2=CC1OC)=O 5-amino-6-methoxy-2,3-dihydroisoindol-1-one